tert-butyl N-[6-[2-[5-bromo-2-[(6-fluoro-2-pyridyl)sulfonylamino]pyrimidin-4-yl]phenyl]hexyl]carbamate BrC=1C(=NC(=NC1)NS(=O)(=O)C1=NC(=CC=C1)F)C1=C(C=CC=C1)CCCCCCNC(OC(C)(C)C)=O